6-methoxy-2-(3-(methoxymethyl)-6-methylquinolin-8-yl)-4-methylbenzo[d]thiazole COC1=CC2=C(N=C(S2)C=2C=C(C=C3C=C(C=NC23)COC)C)C(=C1)C